NC1=C(C(=NC=C1)C=1C(=C(C=CC1)C1=CC=C(C(=N1)OC)CN(C(OC(C)(C)C)=O)C[C@H]1NC(CC1)=O)Cl)Cl tert-butyl (S)-((6-(3-(4-amino-3-chloropyridin-2-yl)-2-chlorophenyl)-2-methoxypyridin-3-yl)methyl)((5-oxopyrrolidin-2-yl)methyl)carbamate